tetrapropyltetrahydronaphthalenone C(CC)C=1C(=C(C(C2CCCC(C12)=O)CCC)CCC)CCC